BrC1=C(N=CN1C)C1=NC(=NC=C1C(F)(F)F)NC1CCN(CC1)S(=O)(=O)C (5-bromo-1-methyl-1H-imidazol-4-yl)-N-(1-(methylsulfonyl)piperidin-4-yl)-5-(trifluoromethyl)pyrimidin-2-amine